N1(N=CC=C1)C1=CC=C(C=C1)C(CCCCCN)=O 1-(4-(1H-pyrazol-1-yl)phenyl)-6-aminohexan-1-one